CC(C(=O)O)NC(=O)C1=CC=CC=C1 α-methylhippuric acid